(4R,6R)-4-[[bis(4-methoxyphenyl)-phenyl-methoxy]methyl]-6-(2,6-diaminopurin-9-yl)-2,5-dioxabicyclo[2.2.1]heptan-7-ol COC1=CC=C(C=C1)C(OC[C@@]12COC([C@@H](O1)N1C3=NC(=NC(=C3N=C1)N)N)C2O)(C2=CC=CC=C2)C2=CC=C(C=C2)OC